2-(4-bromobenzyl)-N-(5-methyl-4-oxo-2,3,4,5-tetrahydrobenzo[b][1,4]oxazepin-3-yl)thiazole-4-carboxamide BrC1=CC=C(CC=2SC=C(N2)C(=O)NC2C(N(C3=C(OC2)C=CC=C3)C)=O)C=C1